C(C)(C)(C)N1N=CC(=C1)C1=C(C=C(C=N1)C(=O)N1CCN(CC1)C=1OC=2C(=NC(=CC2)C)N1)C [6-(1-tert-Butylpyrazol-4-yl)-5-methyl-3-pyridyl]-[4-(5-methyloxazolo[4,5-b]pyridin-2-yl)piperazin-1-yl]methanon